CC=1N(C2=C(C(=NC=3C=CC=CC23)N)N1)CC(CC(=C)C)(C)C 2-methyl-1-(2,2,4-trimethylpent-4-en-1-yl)-1H-imidazo[4,5-c]quinolin-4-amine